NCC1=C(C=CC(=N1)NC=1C=CC(=C2CN(C(C12)=O)C(=O)OC(C)(C)C)C1=CN=C2N1C=CC(=C2)F)C2(CC2)OC Tert-Butyl 7-((6-(aminomethyl)-5-(1-methoxycyclopropyl)pyridin-2-yl)amino)-4-(7-fluoroimidazo[1,2-a]pyridin-3-yl)-1-oxoisoindoline-2-carboxylate